ClC=1C=C(C=CC1Cl)N1CCN(CC1)CCCCCC1=C2CN(C(C2=CC=C1)=O)C1C(NC(CC1)=O)=O 3-(4-(5-(4-(3,4-dichlorophenyl)piperazin-1-yl)pentyl)-1-oxoisoindolin-2-yl)piperidine-2,6-dione